2-(4-(((3R,5R)-5-fluoro-1-methylpiperidin-3-yl)amino)-5-methylpyrido[3,4-d]pyridazin-1-yl)-5-methylphenol F[C@@H]1C[C@H](CN(C1)C)NC=1N=NC(=C2C1C(=NC=C2)C)C2=C(C=C(C=C2)C)O